2-(1-((2-(trimethylsilyl)ethoxy)methyl)-1H-pyrazol-4-yl)oxazole-4-carboxylic acid C[Si](CCOCN1N=CC(=C1)C=1OC=C(N1)C(=O)O)(C)C